C(#N)C=1C(=C(C=C2C(C(=CN(C12)C1CC1)C(=O)O)=O)F)N1C[C@@H]2CCCN[C@@H]2C1 8-cyano-1-cyclopropyl-7-[(1s,6s)-2,8-diazabicyclo[4.3.0]non-8-yl]-6-fluoro-1,4-dihydro-4-oxo-3-quinolinecarboxylic acid